C(C)SN(C(=O)SC=1SC2=C(N1)C=CC=C2)SCC 2-(N,N-diethylthio-carbamoylthio)benzothiazole